(4Z)-2-(phenylamino)-4-[(quinoxalin-6-yl)methylidene]-4,5-dihydro-1H-imidazol-5-one C1(=CC=CC=C1)NC=1NC(/C(/N1)=C/C=1C=C2N=CC=NC2=CC1)=O